S(C1=C(C=CC(=C1)C(C)(C)CC(C)(C)C)O)C1=C(C=CC(=C1)C(C)(C)CC(C)(C)C)O.[Ni] nickel [2,2'-thiobis(4-t-octylphenol)]